NC1=C2C(=NC=N1)N(N=C2C2=CC=C(C=C2)OC2=CC=CC=C2)[C@H]2[C@H](CN(CC2)CC=2C(=C1C(N(C(C1=CC2)=O)C2C(NC(CC2)=O)=O)=O)F)F 5-(((3S,4R)-4-(4-amino-3-(4-phenoxyphenyl)-1H-pyrazolo[3,4-d]pyrimidin-1-yl)-3-fluoropiperidin-1-yl)methyl)-2-(2,6-dioxopiperidin-3-yl)-4-fluoroisoindoline-1,3-dione